C(N)(=N)NC(=S)N 1-Amidino-2-Thiourea